(2s,5r)-5-(((methylsulfonyl)oxy)methyl)piperazine-1,2,4-tricarboxylic acid 1-benzyl 4-(tert-butyl) 2-methyl ester COC(=O)[C@H]1N(C[C@@H](N(C1)C(=O)OC(C)(C)C)COS(=O)(=O)C)C(=O)OCC1=CC=CC=C1